5-(4-bromophenyl)piperidin-2-one BrC1=CC=C(C=C1)C1CCC(NC1)=O